O1CCC(CC1)CNC(=O)C=1C=2C[C@@H]3[C@H](C2N(N1)C1=NC=C(C=C1)C(F)(F)F)C3 (1aR,5aR)-2-(5-Trifluoromethyl-pyridin-2-yl)-1a,2,5,5a-tetrahydro-1H-2,3-diaza-cyclopropa[a]pentalene-4-carboxylic acid (tetrahydro-pyran-4-ylmethyl)-amide